Br[C] bromo-carbon